N-methyl-o-toluidine CC1=CC=CC=C1NC